tert-butyl (3-bromo-2,6-difluoro-5-methylphenyl)carbamate BrC=1C(=C(C(=C(C1)C)F)NC(OC(C)(C)C)=O)F